(2-(1-(3-hydroxypropyl)-2,3-dihydro-1H-pyrrolo[1,2,3-de]quinoxalin-5-yl)-7-methoxy-1-methyl-1H-benzo[d]imidazol-5-yl)methanone OCCCN1CCN2C=3C(=CC=CC13)C=C2C2=NC1=C(N2C)C(=CC(=C1)C=O)OC